(1R)-4-bromocyclohex-1-ene BrC1CC=CCC1